6-fluoro-1-methyl-4-[4-methyl-4-(5-methyl-1,3-benzooxazol-2-yl)piperidin-1-yl]-2-oxo-1,2-dihydroquinoline-3-carbonitrile FC=1C=C2C(=C(C(N(C2=CC1)C)=O)C#N)N1CCC(CC1)(C=1OC2=C(N1)C=C(C=C2)C)C